FC(OC1=C(C(=CC=C1)F)C=1C=C2C=NNC2=CC1C#N)F 5-(2-(difluoromethoxy)-6-fluorophenyl)-1H-indazole-6-carbonitrile